N[C@H]([C@H](CC(CO)=O)O)[C@@H](O)[C@H](O)[C@H](O)CO 5-amino-3,5-dideoxy-D-glycero-D-galactononulose